N-isopropyl-8-methoxy-1,3-dimethyl-7-(3-(pyrrolidin-1-yl)propoxy)-1,3-dihydrofuro[3,4-c]quinolin-4-amine C(C)(C)NC1=NC=2C=C(C(=CC2C2=C1C(OC2C)C)OC)OCCCN2CCCC2